N-[4-[(6,7-dimethoxy-1,5-naphthyridin-4-yl)oxy]-3-fluorophenyl]-5-(2,4-dimethoxyphenyl)-4-hydroxy-2,6-dimethylpyridine-3-carboxamide COC=1N=C2C(=CC=NC2=CC1OC)OC1=C(C=C(C=C1)NC(=O)C=1C(=NC(=C(C1O)C1=C(C=C(C=C1)OC)OC)C)C)F